C(#N)CC(=O)NC1=CC=C(C=C1)C(F)(F)F cyanoacetyl-para-trifluoromethylaniline